5-Hydroxy-2-methyl-N-(1-(naphthalen-1-yl)cyclopropyl)benzamide OC=1C=CC(=C(C(=O)NC2(CC2)C2=CC=CC3=CC=CC=C23)C1)C